COC=1C=C(C=C(C1O)OC)C(C(=O)O)=C 3,5-dimethoxy-4-hydroxyphenylacrylic acid